N-(4-fluorophenyl)-4-mercapto-6-oxo-6'-(trifluoromethyl)-1,2,3,6-tetrahydro-[2,3'-bipyridine]-5-carboxamide FC1=CC=C(C=C1)NC(=O)C1=C(CC(NC1=O)C=1C=NC(=CC1)C(F)(F)F)S